COC1=CC=C(CN2CC(N(CC2)C(=O)OC(C)(C)C)=O)C=C1 Tert-butyl 4-(4-methoxybenzyl)-2-oxopiperazine-1-carboxylate